C(C=C)N(C(C(Cl)Cl)=O)CC(=O)NCC=C N-allyl-N-[(allylaminocarbonyl)methyl]-dichloro-acetamide